(12AR)-9-bromo-10-chloro-8-methoxy-6-oxo-3,4,12,12a-tetrahydro-6H-pyrazino[2,1-c][1,4]benzoxazepine-2(1H)-carboxylic acid tert-butyl ester C(C)(C)(C)OC(=O)N1C[C@@H]2COC3=C(C(N2CC1)=O)C=C(C(=C3Cl)Br)OC